tert-butyl 5-(fluoromethyl)-2,6-diazaspiro[3.4]octane-2-carboxylate FCC1C2(CN(C2)C(=O)OC(C)(C)C)CCN1